C(C\C=C/CCCCC)OC(CCCCCCC)=O.C(CCCCCCC)(=O)OCC\C=C/CCCCC (Z)-non-3-en-1-yl octanoate (Z)-non-3-en-1-yl-octanoate